Fluorine Indium Tin Oxide [Sn]=O.[In].[F]